ClC=1C=CC(=C(C1)[C@H](CCN([C@@H](C(=O)O)C1=C(C(=CC=C1)C)C1CCC(CC1)OCC(F)(F)F)C)N1CCN(CC1)C(C)C)F (R)-2-(((S)-3-(5-chloro-2-fluorophenyl)-3-(4-isopropylpiperazin-1-yl)propyl)(methyl)amino)-2-(3-methyl-2-((1r,4R)-4-(2,2,2-trifluoroethoxy)cyclohexyl)phenyl)acetic acid